F[C@H]1CN(CC[C@]1(O)C)C1=NC=CC(=N1)NC=1N=CC2=C(C=CC(=C2C1)C(CO)C)N1[C@@H]([C@H](C1)CS(=O)(=O)C)C (3S,4R)-3-fluoro-1-(4-{[5-(1-hydroxypropan-2-yl)-8-[(2R,3S)-3-(methanesulfonylmethyl)-2-methylazetidin-1-yl]isoquinolin-3-yl]amino}pyrimidin-2-yl)-4-methylpiperidin-4-ol